6-(2,6-dimethylmorpholino)-N1,N1-dimethyl-benzene-1,3-diamine CC1OC(CN(C1)C1=CC=C(C=C1N(C)C)N)C